[Cl-].C[NH+]1CCC(CC1)C 1,4-dimethylpiperidinium chloride